CN(C(=O)C=1NC=C(C1)C1=NC(=NC=C1C(F)(F)F)NC1CNCCC1)C=1SC=CN1 N-methyl-4-{2-[(piperidin-3-yl)amino]-5-(trifluoromethyl)pyrimidin-4-yl}-N-(1,3-thiazol-2-yl)-1H-pyrrol-2-carboxamide